3,7-diethyl-5-(piperazin-1-yl)-2,3-dihydro-1,4-benzodioxine C(C)C1OC2=C(OC1)C=C(C=C2N2CCNCC2)CC